N=1N(N=C2C1C=CC=C2)C2=C(C(=CC(=C2)C(C)C2=CC=CC=C2)C(C)C2=CC=CC=C2)O 2-(2H-benzotriazol-2-yl)-4,6-bis(1-phenylethyl)phenol